1-(1-methylpiperidin-4-yl)-1,2,3,6-tetrahydropyridin-4-yl triflate O(S(=O)(=O)C(F)(F)F)C=1CCN(CC1)C1CCN(CC1)C